(tert-Butoxycarbonyl)(4-(trimethylstannyl)pyrimidin-2-yl)-carbamic acid tert-butyl ester C(C)(C)(C)OC(N(C1=NC=CC(=N1)[Sn](C)(C)C)C(=O)OC(C)(C)C)=O